[4-(6-fluoro-1,3-benzothiazol-2-yl)piperazin-1-yl]-phenyl-methanone FC1=CC2=C(N=C(S2)N2CCN(CC2)C(=O)C2=CC=CC=C2)C=C1